(E)-4-(3-chloro-6-ethoxy-2-fluoro-5-(1-(hydroxyimino)ethyl)phenyl)pyrrolidin-2-one ClC=1C(=C(C(=C(C1)/C(/C)=N/O)OCC)C1CC(NC1)=O)F